N1N=C(C=2C1=NC=CC2)C(=O)N pyrazolo[3,4-b]Pyridine-3-carboxamide